C(C)(C)(C)OC(=O)N1CC2=CC=CC(=C2C1)CN1N=NC(=C1)C1=CC=C(C=C1)C(NCCNC(=O)OCC1C2=CC=CC=C2C=2C=CC=CC12)=O tert-butyl-4-((4-(4-((2-((((9H-fluoren-9-yl)methoxy)carbonyl)amino)ethyl) carbamoyl) phenyl)-1H-1,2,3-triazol-1-yl)methyl)isoindoline-2-carboxylate